2,2-bis[3-(4-nitrobenzoylamino)-4-hydroxyphenyl]hexafluoropropane [N+](=O)([O-])C1=CC=C(C(=O)NC=2C=C(C=CC2O)C(C(F)(F)F)(C(F)(F)F)C2=CC(=C(C=C2)O)NC(C2=CC=C(C=C2)[N+](=O)[O-])=O)C=C1